2-((2-naphthyl)ethynyl)aniline C1=C(C=CC2=CC=CC=C12)C#CC1=C(N)C=CC=C1